4-{[(1S,3R)-1-([1,1'-biphenyl]-4-ylmethyl)-4-ethaneOxy-3-methyl-4-oxobutyl]amino}-4-oxobutanoic acid C1(=CC=C(C=C1)C[C@H](C[C@H](C(=O)OCC)C)NC(CCC(=O)O)=O)C1=CC=CC=C1